C(#N)C1=CC(=C(COC2=CC=CC(=N2)OC2CN(C2)CC2=NC3=C(N2C[C@H]2OCC2)C=C(C=C3)C(=O)OC)C=C1)F methyl (S)-2-((3-((6-((4-cyano-2-fluorobenzyl)oxy)pyridin-2-yl)oxy)azetidin-1-yl)methyl)-1-(oxetan-2-ylmethyl)-1H-benzo[d]imidazole-6-carboxylate